C(C)(C)(C)C1CCC(CC1)I 1-(tert-butyl)-4-iodocyclohexane